NC=1C=2N(C=CN1)C(=NC2C2=CC(=C(C(=O)NC1=NC=CC(=C1)CCC)C=C2)F)[C@H]2N(CCCC2)C(C#CC)=O (S)-4-(8-amino-3-(1-but-2-ynoylpiperidin-2-yl)imidazo[1,5-a]pyrazin-1-yl)-2-fluoro-N-(4-propylpyridin-2-yl)benzamide